BrC1=NC=NC=C1NC([C@H](CC1=CC=CC=C1)NC(OC(C)(C)C)=O)=O (S)-tert-butyl (1-((4-bromopyrimidin-5-yl)amino)-1-oxo-3-phenylpropan-2-yl)carbamate